CNC(=O)C1=CC=C(C=C1)C1=C(N=C(S1)C(=O)OCC)C1=CC=CC=C1 ethyl 5-(4-(methylcarbamoyl)phenyl)-4-phenylthiazole-2-carboxylate